O1C(=NCC1)C=1C=C(C=CC1)NC1=NC=C(C(=N1)NCC=1C(=NC=CC1)N(S(=O)(=O)C)C)C(F)(F)F N-[3-({[2-{[3-(4,5-dihydro-1,3-oxazol-2-yl)phenyl]amino}-5-(trifluoromethyl)pyrimidin-4-yl]amino}methyl)pyridin-2-yl]-N-methylmethane-sulfonamide